dimethoxy(ethyl)(methoxymethyl)silane CO[Si](COC)(CC)OC